C(=O)O.NCC1=CC(=C2CN(C(C2=C1)=O)C1=CC(=CC=C1)C1(CC(C1)(F)F)[C@H](C1=NN=CN1C)F)C(F)(F)F (R)-6-(aminomethyl)-2-(3-(3,3-difluoro-1-(fluoro(4-methyl-4H-1,2,4-triazol-3-yl)methyl)cyclobutyl)phenyl)-4-(trifluoromethyl)isoindolin-1-one formate